COC(=O)C=1C=C2C(=CC1)NC(C21CCN(CC1)C(CC1=CC=C(C=C1)Cl)=O)=O.C(C)(C)(C)[C@]12C[C@@H](C[C@H](CC1)N2)NC2=NC=C(C=C2[N+](=O)[O-])Cl tert-Butyl-(1R,3r,5S)-3-((5-chloro-3-nitropyridin-2-yl)amino)-8-azabicyclo[3.2.1]octane methyl-1'-[2-(4-chlorophenyl)acetyl]-2-oxo-spiro[indoline-3,4'-piperidine]-5-carboxylate